5-chlorobenzofuran-3-carboxamide ClC=1C=CC2=C(C(=CO2)C(=O)N)C1